C12(CC3CC(CC(C1)C3)C2)NCCCCCCCNC2=C3C(N(C(=NC3=CC=C2)CCCCCCCCNC23CC1CC(CC(C2)C1)C3)C3C(NC(CC3)=O)=O)=O 3-(5-((7-(((1s,3s)-adamantan-1-yl)amino)heptyl)amino)-2-(8-(((3s,5s,7s)-adamantane-1-yl)amino)octyl)-4-oxoquinazolin-3(4H)-yl)piperidine-2,6-dione